ClC1=NC2=CC=C(C=C2C(N1CC=1C=NN2C1CN(CC2)C(=O)OC(C)(C)C)=O)S(NC2(CC2)C)(=O)=O tert-butyl 3-({2-chloro-6-[(1-methylcyclopropyl)sulfamoyl]-4-oxoquinazolin-3-yl}methyl)-4H,6H,7H-pyrazolo[1,5-a]pyrazine-5-carboxylate